1-(4-((3-(4-aminoimidazo[2,1-f][1,2,4]triazin-7-yl)-4-methylphenyl)sulfonyl)piperazin-1-yl)ethan-1-one NC1=NC=NN2C1=NC=C2C=2C=C(C=CC2C)S(=O)(=O)N2CCN(CC2)C(C)=O